lithium N-(trimethylsilyl)-trifluoromethanesulfonamide C[Si](NS(=O)(=O)C(F)(F)F)(C)C.[Li]